C(C1=CC=CC=C1)N[C@@H](CC1=CC=C(C=C1)OC)C (R)-N-benzyl-1-(4-methoxyphenyl)propan-2-amine